ClC1=C(C=C(C(=C1)F)OC)C1=CC=2N(C(N(C(C2S1)=O)C=1C=NC=C(C1)CO)=O)CCC#N 3-(6-(2-chloro-4-fluoro-5-methoxyphenyl)-3-(5-(hydroxymethyl)pyridin-3-yl)-2,4-dioxo-3,4-dihydrothieno[3,2-d]pyrimidin-1(2H)-yl)propionitrile